tert-butyl N-[2-[5-[1-benzyloxy-1-(trifluoromethyl)pent-4-enyl]-1,3,4-oxadiazol-2-yl]-6-bromo-5-(trifluoromethyl)-3-pyridyl]carbamate C(C1=CC=CC=C1)OC(CCC=C)(C(F)(F)F)C1=NN=C(O1)C1=NC(=C(C=C1NC(OC(C)(C)C)=O)C(F)(F)F)Br